ClC=1C=2N(C=CC1I)N=CC2[N+](=O)[O-] 4-chloro-5-iodo-3-nitropyrazolo[1,5-a]pyridine